ClC1=C(OC2=CC=CC3=C2NC(=NS3(=O)=O)NC(C)C3=NC=CC=C3Cl)C=CC=C1 5-(2-chlorophenoxy)-3-((1-(3-chloropyridin-2-yl)ethyl)amino)-4H-benzo[e][1,2,4]thiadiazine 1,1-dioxide